cyano-N-(1-methyl-3-(pyridin-2-yl)-1H-pyrazol-4-yl)-[2,3'-bipyridine]-6-carboxamide C(#N)C=1C(=NC(=CC1)C(=O)NC=1C(=NN(C1)C)C1=NC=CC=C1)C=1C=NC=CC1